COC1=C(C=CC=C1)C#CCC1=NC2=C(N1C(=O)N)C=CC=C2N2CCN(CC2)C (3-(2-Methoxyphenyl)prop-2-yn-1-yl)-4-(4-methylpiperazin-1-yl)-1H-benzo[d]imidazole-1-carboxamide